NC1=NC=2C=CC=CC2C2=C1N=C(N2CC2=CC=C(CNC(OCCNC(C(=C)C)=O)=O)C=C2)C=2OC=CN2 2-methacrylamidoethyl 4-((4-amino-2-(oxazol-2-yl)-1H-imidazo[4,5-c]quinolin-1-yl)methyl)benzylcarbamate